CC=1C=C(C=CC1)NC(=O)[C@H]1[C@@H]2CCO[C@H]12 (1S,5S,6S)-N-(3-methylphenyl)-2-oxabicyclo[3.1.0]hexane-6-carboxamide